((2s,3s,4s,5s)-2,3,4,5-tetrahydroxyhexyl)carbamic acid tert-butyl ester C(C)(C)(C)OC(NC[C@@H]([C@@H]([C@H]([C@H](C)O)O)O)O)=O